O=C(C(=O)[O-])CCC(=O)[O-] 2-Ketoglutarate